7-bromo-5-fluoro-4-methyl-2H-benzo[b][1,4]oxazin-3(4H)-one BrC=1C=C(C2=C(OCC(N2C)=O)C1)F